(S)-3-cyclopropyl-N-((S)-2-(dimethylamino)-3-(4-hydroxy-2,6-dimethylphenyl)propyl)-3-phenylpropionamide C1(CC1)[C@H](CC(=O)NC[C@H](CC1=C(C=C(C=C1C)O)C)N(C)C)C1=CC=CC=C1